1-(2-aminoethyl)-3-(4-(((2s,4r)-2-methyl-1-propionyl-1,2,3,4-tetrahydroquinolin-4-yl)amino)phenyl)urea hydrochloride Cl.NCCNC(=O)NC1=CC=C(C=C1)N[C@@H]1C[C@@H](N(C2=CC=CC=C12)C(CC)=O)C